tert-butyl (E)-3-(3-ethoxy-3-oxoprop-1-en-1-yl)azetidine-1-carboxylate C(C)OC(/C=C/C1CN(C1)C(=O)OC(C)(C)C)=O